FC(C1=C(C(=CC=C1)I)C1(CCCCC1)C#N)F 1-(2-(difluoromethyl)-6-iodophenyl)cyclohexane-1-carbonitrile